C[C@]12[C@@H](C[C@H](CC1)C2(C)C)OC(=O)OC(C)OC(=O)C2C1C(C1CC2)C(=O)OCC=C bicyclo[3.1.0]hexane-2,6-dicarboxylic acid 6-prop-2-en-1-yl 2-{1-[({[(1S,2R,4S)-1,7,7-trimethylbicyclo[2.2.1]hept-2-yl] oxy} carbonyl) oxy] ethyl} ester